C(C)(C)N(P(O[C@@H]1[C@]2(O[C@H]([C@@H]1OC2)N2C1=NC=NC(=C1N=C2)NC(C2=CC=CC=C2)=O)COC(C2=CC=CC=C2)(C2=CC=C(C=C2)OC)C2=CC=C(C=C2)OC)OCCC#N)C(C)C (1R,3R,4R,7S)-3-(6-benzamido-9H-purin-9-yl)-1-((bis(4-methoxyphenyl)(phenyl)methoxy)methyl)-2,5-dioxabicyclo[2.2.1]heptan-7-yl (2-cyanoethyl) diisopropylphosphoramidite